NCC1(COC1)O 3-(aminomethyl)oxetane-3-ol